tert-butyl 4-(6-((2-fluoro-4-(tetrahydro-2H-pyran-4-carbonyl)benzyl)oxy)-pyridin-2-yl)piperidine-1-carboxylate FC1=C(COC2=CC=CC(=N2)C2CCN(CC2)C(=O)OC(C)(C)C)C=CC(=C1)C(=O)C1CCOCC1